(S)-1-phenyl-1-methyl-3-(pyridin-2-yl)propadiene C1(=CC=CC=C1)C(=C=CC1=NC=CC=C1)C